3-bromobenzo[B]naphtho[2,3-D]furan BrC=1C=CC2=C(OC3=C2C=C2C=CC=CC2=C3)C1